3-[3-(22,28-difluoro-6-methyl-9-oxo-10,24-dioxa-3,8,19,30-tetrazapentacyclo[23.3.1.12,5.015,23.016,20]triaconta-1(29),2,4,15,17,20,22,25,27-nonaen-6-yl)phenyl]propanoic acid FC=1C=C2NC=CC2=C2CCCCOC(NCC(C3=CN=C(C=4C(=CC=C(OC12)C4)F)N3)(C)C=3C=C(C=CC3)CCC(=O)O)=O